F[B-](F)(F)F.C(C)C=1NC=C([NH+]1)C ethyl-4-methylimidazolium tetrafluoroborate